C(C)OC(=O)N1C(CNCC1)C1=NC(=NC(=C1)C1=CC=C(C=C1)Cl)C=1C=NC=CC1 (6-(4-chlorophenyl)-2-(pyridin-3-yl)pyrimidin-4-yl)piperazine-1-carboxylic acid ethyl ester